C(C)(C)(C)OC(=O)N1[C@@H](C[C@H](C1)CC1=CC(=CC=C1)C(F)(F)F)C(=O)O (2S,4R)-1-(tert-butoxycarbonyl)-4-(3-(trifluoromethyl)benzyl)pyrrolidine-2-carboxylic acid